N-(3-((2-((4-(4-Methylpiperazin-1-yl)phenyl)amino)furo[3,2-d]pyrimidin-4-yl)oxy)phenyl)acrylamide CN1CCN(CC1)C1=CC=C(C=C1)NC=1N=C(C2=C(N1)C=CO2)OC=2C=C(C=CC2)NC(C=C)=O